N-(3-(dimethylamino)propyl)-2-(3-fluoro-5-methoxyphenyl)-1-((1r,3s)-3-(methylcarbamoyl)cyclobutyl)-1H-benzo[d]imidazole-6-carboxamide CN(CCCNC(=O)C=1C=CC2=C(N(C(=N2)C2=CC(=CC(=C2)OC)F)C2CC(C2)C(NC)=O)C1)C